3-[2-chloro-4-fluoro-5-(3-pyridinyl)phenyl]-5-methyl-4H-isoxazole-5-carboxylic acid ethyl ester C(C)OC(=O)C1(CC(=NO1)C1=C(C=C(C(=C1)C=1C=NC=CC1)F)Cl)C